O(C1=CC=CC=C1)C1=C(C=CC=C1)N1CC2(C3=C1N=C(N=C3)CO)CC2 (7'-(2-phenoxyphenyl)-6',7'-dihydrospiro[cyclopropane-1,5'-pyrrolo[2,3-d]pyrimidin]-2'-yl)methanol